CN1N=CC2=CC=C(C=C12)C=1C2=C(NN1)C1=C(C2)SC(=C1)C1=CC=C(C=C1)CN1CCSCC1 3-(1-methyl-1H-indazol-6-yl)-6-(4-(thiomorpholinomethyl)phenyl)-1,4-dihydrothieno[2',3':4,5]cyclopenta[1,2-c]pyrazole